C1(=CC=C(C=C1)SC1(OCCC(C1)O[Si](CC)(CC)CC)C(=O)[O-])C 2-(p-tolylthio)-4-((triethylsilyl)oxy)tetrahydro-2H-pyran-2-carboxylate